C(C)(=O)N1[C@H](CCC2=CC(=CC=C12)C1=CC=C(CNC(=O)C=2N=C3N(C=C(N=C3N3CCOCC3)C=3C=NC(=NC3)N)C2C)C=C1)C (S)-N-(4-(1-acetyl-2-methyl-1,2,3,4-tetrahydroquinolin-6-yl)benzyl)-6-(2-aminopyrimidin-5-yl)-3-methyl-8-morpholinoimidazo[1,2-a]pyrazine-2-carboxamide